Cl.Cl.C(C1=CC=CC=C1)C1N=C2SC=C(N2C1)CSC=1NC2=CC=CC=C2C(N1)(C)C 6-benzyl-3-(((4,4-dimethyl-1,4-dihydroquinazolin-2-yl)thio)methyl)-5,6-dihydroimidazo[2,1-b]thiazole dihydrochloride